2-((1-(pyrimidin-2-yl)piperidin-3-yl)methyl)piperidine-1-carboxylate N1=C(N=CC=C1)N1CC(CCC1)CC1N(CCCC1)C(=O)[O-]